(S)-2-(3-fluoro-5-isopropyl-2-(trifluoromethoxy)phenyl)-2-((R)-3-(methyl(5-(5,6,7,8-tetrahydro-1,8-naphthyridin-2-yl)pentyl)amino)pyrrolidin-1-yl)acetic acid FC=1C(=C(C=C(C1)C(C)C)[C@@H](C(=O)O)N1C[C@@H](CC1)N(CCCCCC1=NC=2NCCCC2C=C1)C)OC(F)(F)F